OC=1C=C(C=CC1O)C=CCC=CCCC 8-(3,4-dihydroxyphenyl)-4,7-octadien